1-{5-bromo-6-methylpyrazolo[4,3-b]pyridin-1-yl}ethanone BrC1=C(C=C2C(=N1)C=NN2C(C)=O)C